CN1N=CC(=N1)C1=CC=C(CNC2=NC=NC(=C2)C2=CN=C3N2C=CC(=C3)OCCCN3CC2(COC2)C3)C=C1 [4-(2-methyl-2H-[1,2,3]triazol-4-yl)-benzyl]-(6-{7-[3-(2-oxa-6-aza-spiro[3.3]hept-6-yl)-propoxy]-imidazo[1,2-a]pyridin-3-yl}-pyrimidin-4-yl)-amine